3,3-dichloro-2-oxoindole-5-sulfonyl chloride ClC1(C(NC2=CC=C(C=C12)S(=O)(=O)Cl)=O)Cl